5-[2-(2,4-dimethoxyphenylamino)vinyl]-4-cyano-3-(2-chlorophenyl)isoxazole ethyl-2-(2-((5-(3-(aminomethyl)phenyl)-2-(tert-butyl)benzofuran-3-yl)methoxy)-4-fluorophenyl)acetate C(C)OC(CC1=C(C=C(C=C1)F)OCC1=C(OC2=C1C=C(C=C2)C2=CC(=CC=C2)CN)C(C)(C)C)=O.COC2=C(C=CC(=C2)OC)NC=CC2=C(C(=NO2)C2=C(C=CC=C2)Cl)C#N